COC=1C(=C(C=C2C(=NC(=NC12)C1CCN(CC1)C)N1CCC2(CN(C2)C(C=C)=O)CC1)C=C)C1=C2C=NNC2=CC=C1C 1-(7-(8-methoxy-7-(5-methyl-1H-indazol-4-yl)-2-(1-methylpiperidin-4-yl)-6-vinylquinazolin-4-yl)-2,7-diazaspiro[3.5]non-2-yl)prop-2-en-1-one